2-chlorophenyl 2-(9-hydroxy-1,8-dioxo-2-(2,2,2-trifluoroethyl)-1,3,4,8-tetrahydro-2H-pyrazino[1,2-c]pyrimidin-6-yl)pyrrolidine-1-carboxylate OC1=C2N(C(=NC1=O)C1N(CCC1)C(=O)OC1=C(C=CC=C1)Cl)CCN(C2=O)CC(F)(F)F